C=1C=CC2=COC3=C(C21)C(=CC=C3)O Cyclopenta(c)(1)benzopyran-9-ol